5-ethynyl-2-{[4-(4-methylpiperazin-1-yl)phenyl]amino}-8-[(1-methylpyrazol-3-yl)methyl]pyrido[2,3-d]pyrimidin-7-one C(#C)C1=CC(N(C=2N=C(N=CC21)NC2=CC=C(C=C2)N2CCN(CC2)C)CC2=NN(C=C2)C)=O